Di(N-succinimidyl) carbonate C1CC(=O)N(C1=O)OC(=O)ON2C(=O)CCC2=O